C1(=CC=CC=C1)C1C(C2=CC=CC=C2)O1 trans-stilben oxide